OCCC1=NC(=NC(=N1)CCO)CCO tris(hydroxyethyl)s-triazine